ClC=1N=C(C2=CN=C(C=C2C1)SC)N1C(CC1)(C)CO (1-(3-chloro-6-(methylthio)-2,7-naphthyridin-1-yl)-2-methylazetidin-2-yl)methanol